(E)-1-[4-(Hydroxymethyl)-2-methoxyphenyl]-3-[4-methyl-3-(trifluoromethyl)phenyl]prop-2-en-1-one OCC1=CC(=C(C=C1)C(\C=C\C1=CC(=C(C=C1)C)C(F)(F)F)=O)OC